ethyl 4-(3,3-difluorocyclobutyl)-3-oxobutanoate FC1(CC(C1)CC(CC(=O)OCC)=O)F